C=12CNCCCCCNCC(C=CC1)=N2 3,9,15-TRIAZA-BICYCLO[9.3.1]PENTADECA-1(14),11(15),12-TRIENE